N-(tert-butyl)-4-(((6-(isoindolin-2-ylmethyl)-4-oxo-4H-pyran-3-yl)oxy)methyl)benzamide C(C)(C)(C)NC(C1=CC=C(C=C1)COC1=COC(=CC1=O)CN1CC2=CC=CC=C2C1)=O